methyl (3-(3-(4-chloro-3,5-dimethylphenoxy)propyl)-7-(1,3,5-trimethyl-1H-pyrazol-4-yl)-1H-indole-2-carbonyl)glycyl-L-leucinate ClC1=C(C=C(OCCCC2=C(NC3=C(C=CC=C23)C=2C(=NN(C2C)C)C)C(=O)NCC(=O)N[C@@H](CC(C)C)C(=O)OC)C=C1C)C